(5R,6R,7R,9R,13S,14S)-17-cyclopropylmethyl-[(S)-3,3-dimethyl-2-hydroxybutan-2-yl]-6-methoxy-4,5-epoxy-6,14-ethanomorphinan-3-ol C1(CC1)CN1[C@H]2C34CCC([C@H]5[C@@]3(C=3C(=C(C=C(C3C2)[C@](C)(C(C)(C)C)O)O)O5)CC1)(CC4)OC